[Na+].C(N)(=O)OCCN1N=CC(=C1)N1C(=C(C2=CC=C(C(=C12)F)Cl)SC=1C(=C(C(=O)[O-])C=CC1)F)C1CC1 3-((1-(1-(2-(carbamoyloxy)ethyl)-1H-pyrazol-4-yl)-6-chloro-2-cyclopropyl-7-fluoro-1H-indol-3-yl)thio)-2-fluorobenzoic acid sodium salt